C(CCCCCCCCCCCCC)NCC=1C(O)=C(C(=C(C1)C)C)C tetradecyl-trimethyl-salicylamine